ClC1=C(OC2CCN(CC2)C2=CC=C(N=N2)C(=O)NN)C(=CC=C1)Cl 6-(4-(2,6-dichlorophenoxy)piperidin-1-yl)pyridazine-3-carbohydrazide